1-(3-chloro-3'-(2-((3s,4r)-3,4-dihydroxypyrrolidin-1-yl)pyridin-4-yl)-5'-fluoro-2'-hydroxy-[1,1'-biphenyl]-4-yl)-3-methyl-1H-imidazol-2(3H)-one ClC=1C=C(C=CC1N1C(N(C=C1)C)=O)C1=C(C(=CC(=C1)F)C1=CC(=NC=C1)N1C[C@@H]([C@@H](C1)O)O)O